2-chloro-7-isopropoxy-N-(1-(3,4,5-trimethoxyphenyl)-1H-imidazol-4-yl)quinazolin-4-amine ClC1=NC2=CC(=CC=C2C(=N1)NC=1N=CN(C1)C1=CC(=C(C(=C1)OC)OC)OC)OC(C)C